C(C)(C)(C)C1=CC=C(C=C1)C(C#C)(O)C1=C(C=CC=C1)OC (4-(tert-butyl)phenyl)-1-(2-methoxyphenyl)prop-2-yn-1-ol